Methyl(7H-pyrrolo[2,3-d]pyrimidin-4-yl)-[3-(2,2,2-trifluoroethyl)-3-azaspiro[5.5]undec-9-yl]amin CN(C1CCC2(CCN(CC2)CC(F)(F)F)CC1)C=1C2=C(N=CN1)NC=C2